N1=C(C=CC=C1)C=1C=NC=CC1 2,3'-bipyridin